(4-fluoro-2-methoxy-5-nitrophenyl)-4-pyrazolo[1,5-a]-pyridin-3-ylpyrimidin-2-amine FC1=CC(=C(C=C1[N+](=O)[O-])C=1C(=NC(=NC1)N)C=1C=NN2C1C=CC=C2)OC